CSC1=NNC(=N1)SC 3,5-bis(methylthio)-1H-1,2,4-triazole